3-(2-(5-Cyclopropyl-3-(2-(trifluoromethyl)phenyl)isoxazol-4-yl)-7-azaspiro[3.5]non-1-en-7-yl)-1-methyl-1H-indazol C1(CC1)C1=C(C(=NO1)C1=C(C=CC=C1)C(F)(F)F)C1=CC2(C1)CCN(CC2)C2=NN(C1=CC=CC=C21)C